(3,5-bis-trifluoromethyl-phenyl)-N-[(3S,4R)-4-(4-fluoro-2-methyl-phenyl)-1-(4-methanesulfonyl-piperazine-1-carbonyl)-pyrrolidin-3-yl]-N-methyl-isobutyramide FC(C=1C=C(C=C(C1)C(F)(F)F)C(C(=O)N(C)[C@@H]1CN(C[C@H]1C1=C(C=C(C=C1)F)C)C(=O)N1CCN(CC1)S(=O)(=O)C)(C)C)(F)F